1-((1S,4S)-4-(propylamino)cyclohexyl)-1,3-dihydro-2H-benzo[d]imidazol-2-one C(CC)NC1CCC(CC1)N1C(NC2=C1C=CC=C2)=O